C(CCC)NS(=O)(=O)C1=CC=C(C=C1)C1=CC=C(C=C1)CC#C N-butyl-4'-propargyl-4-biphenylsulfonamide